P(=O)(OCCCCCCCCCCCC)(OCCCCCC(C)C)[O-] dodecyl isooctyl phosphate